C(C)(=O)N1CC(CCC1)C1=CC(=C(C=C1)NC1=NC(=NC=C1Cl)NC=1C=C(C=CC1)NC(CC)=O)OC N-(3-((4-((4-(1-acetylpiperidin-3-yl)-2-methoxyphenyl)amino)-5-chloropyrimidin-2-yl)amino)phenyl)propionamide